ethyl 3-(5-chloro-2-morpholino-6-(pyridin-4-ylamino)pyrimidin-4-yl)-5-(1-methyl-1H-pyrazol-3-yl)picolinate ClC=1C(=NC(=NC1NC1=CC=NC=C1)N1CCOCC1)C=1C(=NC=C(C1)C1=NN(C=C1)C)C(=O)OCC